1,2,4,5-tetraacetylcyanobenzene C(C)(=O)C1=C(C(=C(C(=C1)C(C)=O)C(C)=O)C#N)C(C)=O